ClC1=C(C(=CC=C1)F)N1N=C(N=N1)C1=CN=C(S1)NC1=CC(=CC(=N1)N[C@@H]1CN(CCC1)C(C=C)=O)CN1CCOCC1 (S)-1-(3-((6-((5-(2-(2-chloro-6-fluorophenyl)-2H-tetrazol-5-yl)thiazol-2-yl)amino)-4-(morpholinomethyl)pyridin-2-yl)amino)piperidin-1-yl)prop-2-en-1-one